methyl 6-(bromomethyl)-2-chloronicotinate BrCC1=NC(=C(C(=O)OC)C=C1)Cl